BrC=1C=NC=C(C1O[C@H](C(=O)OC)[C@@H](C1=CC=CC=C1)NC(=O)OC(C)(C)C)[N+](=O)[O-] methyl (2S,3R)-2-[(3-bromo-5-nitro-4-pyridyl)oxy]-3-(tert-butoxycarbonylamino)-3-phenyl-propanoate